6-Chloro-2-{4-[4-(furan-3-ylmethyl)piperazin-1-yl]phenyl}-N-(1-methylpiperidin-4-yl)-3H-imidazo[4,5-b]pyridin-7-amine ClC=1C(=C2C(=NC1)NC(=N2)C2=CC=C(C=C2)N2CCN(CC2)CC2=COC=C2)NC2CCN(CC2)C